C1(C=CC(N1C=1C=C(OC2=CC=C(C=C2)C(CC)C2=CC(=CC=C2)C(CC)C2=CC=C(C=C2)OC2=CC(=CC=C2)N2C(C=CC2=O)=O)C=CC1)=O)=O 1,3-bis(1-[4-(3-maleimidophenoxy)phenyl]-1-propyl)benzene